COC([C@@H](NC([C@@H](NC(=O)OC(C)(C)C)CCC(N)=O)=O)CS)=O (tert-butoxycarbonyl)-L-glutaminyl-L-cysteine methyl ester